COC1=CC=C(C=N1)C1=CN(C2=NC=C(C=C21)C2=NN(C=C2)C2CCNCC2)S(=O)(=O)C2=CC=C(C)C=C2 3-(6-methoxypyridin-3-yl)-5-(1-(piperidin-4-yl)-1H-pyrazol-3-yl)-1-tosyl-1H-pyrrolo[2,3-b]pyridine